C(C)(C)(C)OC(=O)N1C(C2=CC=CC(=C2C1NC1=NC(=C(C=C1)C1COCC1)CN(C)C)C1=CN=C2N1C=CC(=C2)F)=O ((6-((dimethylamino)methyl)-5-(tetrahydrofuran-3-yl)pyridin-2-yl)amino)-4-(7-fluoroimidazo[1,2-a]pyridin-3-yl)-1-oxoisoindoline-2-carboxylic acid tert-butyl ester